NC1=CC(=NC(=C1)NC1=CC(=CC=C1)F)C(=O)NC1CC2=CC=C(C=C2C1)Cl 4-Amino-N-(5-chloro-2,3-dihydro-1H-inden-2-yl)-6-((3-fluorophenyl)amino)picolinamide